(1aR,5aR)-2-(6-Dimethylamino-pyrazin-2-yl)-1a,2,5,5a-tetrahydro-1H-2,3-diaza-cyclopropa[a]pentalene-4-carboxylic Acid (2-Hydroxy-1,1-dimethyl-ethyl)-amide OCC(C)(C)NC(=O)C=1C=2C[C@@H]3[C@H](C2N(N1)C1=NC(=CN=C1)N(C)C)C3